NC=1C2=C(N=CN1)SC=C2C2=C(C=C(C=C2)NC(=O)NC=2N(N=C(C2)C(C)(C)C)C2=CC=C(C=C2)C)Cl 1-[4-(4-amino-thieno[2,3-d]pyrimidin-5-yl)-3-chloro-phenyl]-3-(5-tert-butyl-2-p-tolyl-2H-pyrazol-3-yl)-urea